C(CCCCC)C(O)(O)O.C(CCCCC)C1=C(O)C=CC=C1O hexylresorcinol (hexylorthoformate)